((5-oxopyrrolidin-2-yl)methyl)oxamide O=C1CCC(N1)CNC(=O)C(=O)N